COC1=C(C=CC=C1C1=NN(C=N1)C)NC1=CC(=NC=C1C(CC)=O)NC1=NC(N(C=C1)CCOC)=O 4-((4-((2-methoxy-3-(1-methyl-1H-1,2,4-triazol-3-yl)phenyl)amino)-5-propionylpyridin-2-yl)amino)-1-(2-methoxyethyl)pyrimidin-2(1H)-one